di(2-hydroxy-3-methylphenyl)-2H-benzotriazole OC1=C(C=CC=C1C)C1=CC=CC2=NN(N=C21)C2=C(C(=CC=C2)C)O